6-bromo-2-[3-[(2R)-1-(4-methyl-4H-1,2,4-triazol-3-yl)propan-2-yl]phenyl]-4-(trifluoromethyl)-2,3-dihydro-1H-isoindol-1-one BrC1=CC(=C2CN(C(C2=C1)=O)C1=CC(=CC=C1)[C@@H](CC1=NN=CN1C)C)C(F)(F)F